N[C@H](CC1C(=C2N(C(=CC=C2S1)Cl)CC=1SC=CN1)Cl)C 2-[(2S)-2-aminopropyl]-3,5-dichloro-N-[(1,3-thiazol-2-yl)methyl]thieno[3,2-b]pyridin